tert-butyl (R)-(1-(5-((4-fluorobenzyl)oxy)-1H-indol-1-yl)propan-2-yl)carbamate FC1=CC=C(COC=2C=C3C=CN(C3=CC2)C[C@@H](C)NC(OC(C)(C)C)=O)C=C1